(2-((5-chloro-2-nitrophenoxy)methoxy)ethyl)trimethylsilane ClC=1C=CC(=C(OCOCC[Si](C)(C)C)C1)[N+](=O)[O-]